(S)-N-(1-(6,7-difluoro-2-methyl-1-oxo-1,2-dihydroisoquinolin-4-yl)ethyl)-3-fluoro-N-methyl-4-(trifluoromethyl)benzamide FC=1C=C2C(=CN(C(C2=CC1F)=O)C)[C@H](C)N(C(C1=CC(=C(C=C1)C(F)(F)F)F)=O)C